C12(CN=C3N1C1=CC=CC=C1CN3)CCC2 4',5'-dihydro-2'H-spiro[cyclobutane-1,1'-imidazo[1,2-a]quinazoline]